2,5-bis(N-(4-nitrophenyl)-N-methyl-4-aminophenyl)-N-methylpyrrole [N+](=O)([O-])C1=CC=C(C=C1)N(C1=CC=C(C=C1)C=1N(C(=CC1)C1=CC=C(C=C1)N(C1=CC=C(C=C1)[N+](=O)[O-])C)C)C